BrCC1=CC=C(C=C1)C1=NOC(=N1)CC 3-(4-(bromomethyl)phenyl)-5-ethyl-1,2,4-oxadiazole